1-(bromomethyl)-3-methylcyclobutane BrCC1CC(C1)C